2-(2-methoxyphenoxy)-ethoxy-ethoxy-phenol COC1=C(OCCOC=2C(=C(C=CC2)O)OCC)C=CC=C1